N1(CCC2=CC=CC=C12)C1=C(N)C=CC(=C1)C(F)(F)F 2-(indolin-1-yl)-4-(trifluoromethyl)aniline